COC1=NC=CC(=C1C#N)C=1C=NC=CC1 2'-methoxy-3,4'-bipyridine-3'-carbonitrile